ClC=1C=C(C=CC1)[C@@H]1[C@H](C1)C(=O)NC1=NC=CC(=C1)NCC=1N=C2N(C=C(C=C2C2(CN(C2)C)O)C2CC2)C1 (1S,2S)-2-(3-chlorophenyl)-N-(4-(((6-cyclopropyl-8-(3-hydroxy-1-methylazetidin-3-yl)imidazo[1,2-a]pyridin-2-yl)methyl)amino)pyridin-2-yl)cyclopropane-1-carboxamide